C(C)OC(=O)C1=CC2=C(N=C(N2C[C@H]2OCC2)CCl)C(=C1)F.OC1=C2C(=C(NC2=CC=C1)N)O dihydroxyl-aminoindole ethyl-2-(chloromethyl)-7-fluoro-3-[[(2S)-oxetan-2-yl]methyl]benzimidazole-5-carboxylate